C(CCCCC)(=O)O[C@H](\C=C\[C@@H]1[C@H]([C@H](C[C@H]1O)O)C\C=C/CCCC(=O)NCC)CCC1=CC=CC=C1O[N+](=O)[O-] 6-(nitroxy)-(1s,2e)-3-[(1r,2r,3s,5r)-2-[(2Z)-7-(ethylamino)-7-oxo-2-hepten-1-yl]-3,5-dihydroxycyclopentyl]-1-(2-phenylethyl)-2-propen-1-yl hexanoate